(2R,7aS)-tetrahydro-1H-pyrazin N1CCNCC1